4-((1S,4R,5R)-5-((5-cyclopropyl-3-(2,6-dichlorophenyl)isoxazol-4-yl)methoxy)-3-oxo-2-azabicyclo[2.2.1]heptan-2-yl)-N-(cyclopropylsulfonyl)-2-fluorobenzamide C1(CC1)C1=C(C(=NO1)C1=C(C=CC=C1Cl)Cl)CO[C@H]1[C@@H]2C(N([C@H](C1)C2)C2=CC(=C(C(=O)NS(=O)(=O)C1CC1)C=C2)F)=O